BrC1=CC=C(C=C1)C[C@H](C=O)O (2R)-3-(4-bromophenyl)-2-hydroxy-propanal